2-(1-{4-[(3S)-2,3-dihydro[1,4]dioxino[2,3-b]pyridin-3-yl]benzyl}piperidin-4-yl)-2-methylpropanoic acid O1C[C@@H](OC2=NC=CC=C21)C2=CC=C(CN1CCC(CC1)C(C(=O)O)(C)C)C=C2